3-(6-fluoropyridin-3-yl)-2-(4-(4-methyl-4H-1,2,4-triazol-3-yl)piperidin-1-yl)-6-(4-methylpiperazin-1-yl)benzonitrile FC1=CC=C(C=N1)C=1C(=C(C#N)C(=CC1)N1CCN(CC1)C)N1CCC(CC1)C1=NN=CN1C